ClC=1C=C(OC2=CC=C(C(=O)O)C=C2)C=CC1Cl 4-(3,4-dichloro-phenoxy)-benzoic acid